ClCC1=CC(=NC=C1)NC(=O)NCC(F)(F)F 1-(4-(chloromethyl)pyridin-2-yl)-3-(2,2,2-trifluoroethyl)urea